5,8-dimethyldecalin CC1C2CCCCC2C(CC1)C